NC1=NC=CC=C1C1=NC=2C(=NC(=CC2)C2=CC=CC=C2)N1C1=CC=C(C=C1)CN1CC(CC1)C(C(=O)O)(C)C 2-[1-[[4-[2-(2-amino-3-pyridyl)-5-phenyl-imidazo[4,5-b]pyridin-3-yl]phenyl]methyl]pyrrolidin-3-yl]-2-methyl-propanoic acid